C(#N)C=1C=CC(=NC1)OCCN(C(OC(C)(C)C)=O)C tert-butyl N-[2-[(5-cyano-2-pyridyl)oxy]ethyl]-N-methyl-carbamate